CC(C(=O)O)(CCCCCCCC(=O)O)C1CC(N(C(C1)(C)C)C)(C)C.N1OC(CCO1)C1OC2=CC=CC(=C2O1)NC(CC)=O N-(2-(2,6-dioxapiperidin-3-yl)-1,3-dioxaindolin-4-yl)propanamide methyl-1,2,2,6,6-pentamethyl-4-piperidyl-sebacate